1-(tert-Butyl)-3-(2-(trichloromethyl)phenyl)-5-methyl-pyrazol-4-ol C(C)(C)(C)N1N=C(C(=C1C)O)C1=C(C=CC=C1)C(Cl)(Cl)Cl